Ethyl 5-fluoro-3-(1-((1-(2-((4-isopropylphenyl)sulfonamido)ethyl)piperidin-4-yl)methyl)-1H-1,2,3-triazol-4-yl)-1H-indole-2-carboxylate FC=1C=C2C(=C(NC2=CC1)C(=O)OCC)C=1N=NN(C1)CC1CCN(CC1)CCNS(=O)(=O)C1=CC=C(C=C1)C(C)C